N1CC(C1)N1CCC(CC1)CCOC1=CC(=C2C(NC(=NC2=C1)CSC1CCOCC1)=O)F 7-(2-(1-(azetidin-3-yl)piperidin-4-yl)ethoxy)-5-fluoro-2-(((tetrahydro-2H-pyran-4-yl)thio)methyl)quinazolin-4(3H)-one